5'-((5S)-1-(4-amino-1,3-dihydrofuro[3,4-c][1,7]naphthyridine-8-carbonyl)-5-methylpiperidin-2-yl)spiro[cyclobutane-1,3'-indolin]-2'-one NC1=NC=2C=NC(=CC2C2=C1COC2)C(=O)N2C(CC[C@@H](C2)C)C=2C=C1C3(C(NC1=CC2)=O)CCC3